(±)-3-(tert-Butyl) 9-methyl-1,2,4,4a,5,6-hexahydro-3H-pyrazino[1,2-d]pyrido[2,3-b][1,4]oxazepine-3,9-dicarboxylate CC1(C=CC2=C(OCCC3N2CCN(C3)C(=O)OC(C)(C)C)N1)C(=O)[O-]